C(C)(C)(C)OC(=O)N[C@H](CCOC)C(=O)OC methyl N-(tert-butoxycarbonyl)-O-methyl-D-homoserinate